2-(2,6-dioxopiperidin-3-yl)-1-oxo-7-(trifluoromethyl)isoindoline-5-carbonitrile O=C1NC(CCC1N1C(C2=C(C=C(C=C2C1)C#N)C(F)(F)F)=O)=O